(3R,6S)-5-(tert-butoxycarbonyl)-1,1-difluoro-5-azaspiro[2.4]heptane C(C)(C)(C)OC(=O)N1C[C@]2(CC2(F)F)CC1